C1(CC1)C1=NC=NC(=C1C=1N=CC2=C(N1)N(C(C=C2)=O)CC2=CC=C(C=C2)C=2N(C=C(N2)C(F)(F)F)C)O 2-(4-cyclopropyl-6-hydroxypyrimidin-5-yl)-8-(4-(1-methyl-4-(trifluoromethyl)-1H-imidazol-2-yl)benzyl)pyrido[2,3-d]pyrimidin-7(8H)-one